OC1=C(C=C(C=C1C)C1=CN(C2=NC=C(C=C21)NC(C=C)=O)C)C N-(3-(4-Hydroxy-3,5-dimethylphenyl)-1-methyl-1H-pyrrolo[2,3-b]pyridin-5-yl)acrylamide